3-(tert-butyl) 4-(1,3-dioxoisoindolin-2-yl) 2,2-dimethyloxazolidine-3,4-dicarboxylate CC1(OCC(N1C(=O)OC(C)(C)C)C(=O)ON1C(C2=CC=CC=C2C1=O)=O)C